bis(4-methyl-2-pentyl) Phthalate dibenzyl-Phthalate (dibenzyl-Phthalate) C(C1=CC=CC=C1)C=1C(=C(C(C(=O)O)=CC1)C(=O)O)CC1=CC=CC=C1.C(C1=CC=CC=C1)OC(C=1C(C(=O)OCC2=CC=CC=C2)=CC=CC1)=O.C(C=1C(C(=O)OC(C)CC(C)C)=CC=CC1)(=O)OC(C)CC(C)C